1-[2-[5-amino-3-(difluoromethyl)-2-pyridinyl]triazol-4-yl]ethanone NC=1C=C(C(=NC1)N1N=CC(=N1)C(C)=O)C(F)F